7-(1-cyclopentyl-1H-pyrazol-4-yl)-N-(6-(4-isopropyl-4H-1,2,4-triazol-3-yl)pyridin-2-yl)-1,2-dimethyl-1H-indole-3-carboxamide C1(CCCC1)N1N=CC(=C1)C=1C=CC=C2C(=C(N(C12)C)C)C(=O)NC1=NC(=CC=C1)C1=NN=CN1C(C)C